1-[[2,6-dimethoxy-4-[(2-methyl-[1,1'-biphenyl]-3-yl)methoxy]phenyl]methyl]-2-piperidinecarboxylic acid COC1=C(C(=CC(=C1)OCC=1C(=C(C=CC1)C1=CC=CC=C1)C)OC)CN1C(CCCC1)C(=O)O